[Si](C)(C)(C(C)(C)C)C=1SC(=C(N1)C1COC1)C1CCN(CC1)C(=O)OC(C)(C)C tert-butyl 4-(2-(tert-butyldimethylsilyl)-4-(oxetan-3-yl)thiazol-5-yl)piperidine-1-carboxylate